OC1CCC1 1-hydroxycyclobutane